BrC1=CC=C(C=C1)OS(=O)(=O)C1=CC=CC=C1 4-Bromophenylbenzenesulfonate